2-acetyl-3-ethoxypyridin-4-one C(C)(=O)C1=NC=CC(C1OCC)=O